Methyl 3-formyl-1H-indazole-5-carboxylate C(=O)C1=NNC2=CC=C(C=C12)C(=O)OC